trans-1,4-bis(isocyanatomethyl)cyclohexane potassium 2-ethoxy-2-oxo-1-((1R,5R)-2-oxobicyclo[3.1.0]hex-3-ylidene)ethoxide C(C)OC(C([O-])=C1C([C@@H]2C[C@@H]2C1)=O)=O.[K+].N(=C=O)C[C@@H]1CC[C@H](CC1)CN=C=O